N1N=NC=2C=NC(=CC21)C=2C=C(C(=O)NC1=CC=C(C=C1)OCCC1=CC=CC=C1)C=CC2 3-(1H-[1,2,3]triazolo[4,5-c]pyridin-6-yl)-N-(4-phenethoxyphenyl)benzamide